[Li].CC=1CC2=CC=CC(=C2C1)C1=CC=C(C=C1)C(C)(C)C 2-methyl-4-(4-tert-butylphenyl)indene lithium